C(C)(C)(C)OC(=O)COC1=CC=C(C=C1)[S+](C1=CC=CC=C1)C1=CC=CC=C1 (4-tert-butoxycarbonylmethyloxyphenyl)diphenyl-sulfonium